3-((2S)-2-(9a-((3-fluorophenyl)sulfonyl)-3-(perfluoropropan-2-yl)-6,6a,7,8,9,9a-hexahydro-5H-pyrrolo[2,3-H]isoquinoline-7-carbonyl)-5-oxopyrrolidin-1-yl)propionitrile trifluoroacetate FC(C(=O)O)(F)F.FC=1C=C(C=CC1)S(=O)(=O)C12C(CCC=3C=C(N=CC13)C(C(F)(F)F)(C(F)(F)F)F)N(CC2)C(=O)[C@H]2N(C(CC2)=O)CCC#N